P(=O)(OC(CC(F)(F)F)(CC#C)CC#C)([O-])[O-] Dipropargyl-3,3,3-Trifluoropropyl Phosphate